N1=C(C=CC=C1)NC(C1=CC(=NC=C1)N1C=NN=C1)=O N-(pyridin-2-yl)-2-(4H-1,2,4-triazol-4-yl)isonicotinamide